O[C@H](COC=1C=C(C=CC1)S(=O)(=O)NC)CNC1COC2(C1)CCN(CC2)S(=O)(=O)C2=CC=C(C=C2)OC 3-((2S)-2-hydroxy-3-(8-(4-methoxyphenylsulfonyl)-1-oxa-8-azaspiro[4.5]decan-3-ylamino)propoxy)-N-methylbenzenesulfonamide